3,5-dichlorobenzyl 4-((4-(5-oxo-4,5-dihydro-1,3,4-oxadiazol-2-yl)phenyl)carbamoyl)piperidine-1-carboxylate O=C1NN=C(O1)C1=CC=C(C=C1)NC(=O)C1CCN(CC1)C(=O)OCC1=CC(=CC(=C1)Cl)Cl